tripropylacetic acid chloride C(CC)C(C(=O)Cl)(CCC)CCC